6-(3-(3-methylpyridin-4-yl)imidazo[1,2-a]pyrimidin-2-yl)-3,4-dihydro-2H-benzo[b][1,4]oxazin CC=1C=NC=CC1C1=C(N=C2N1C=CC=N2)C2=CC1=C(OCCN1)C=C2